tert-Butyl 3-(tert-butoxycarbonylamino)-3-(dimethylcarbamoyl)azetidine-1-carboxylate C(C)(C)(C)OC(=O)NC1(CN(C1)C(=O)OC(C)(C)C)C(N(C)C)=O